4-((5-fluoro-2-((4-morpholinylphenyl)amino)pyrimidin-4-yl)amino)benzoic acid methyl ester COC(C1=CC=C(C=C1)NC1=NC(=NC=C1F)NC1=CC=C(C=C1)N1CCOCC1)=O